FC=1C=C2C(N(C1)C(C(=O)NC1=C(C=CC(=C1)NC1COC1)C)CC)=NC(=N2)SCC2=CC=C(C=C2)F 2-(6-fluoro-2-((4-fluorobenzyl)thio)-4H-imidazo[4,5-b]pyridin-4-yl)-N-(2-methyl-5-(oxetan-3-ylamino)phenyl)butanamide